(Z)-2-(benzo[d]thiazol-6-ylamino)-5-(benzofuran-5-ylmethylene)-3,5-dihydro-4H-imidazol-4-one S1C=NC2=C1C=C(C=C2)NC2=N\C(\C(N2)=O)=C/C=2C=CC1=C(C=CO1)C2